C(#N)C=1C=CC(=NC1)N[C@@H]1CC[C@H](CC1)N(C(=O)NCC=1N(C=CC1)C)C1=CC=C(C=C1)C=1C=NN(C1)C 1-(trans-4-((5-cyanopyridin-2-yl)amino)cyclohexyl)-1-(4-(1-methyl-1H-pyrazol-4-yl)phenyl)-3-((1-methyl-1H-pyrrol-2-yl)methyl)urea